C(C)(C)(C)OC(=O)N1C(CC1)C1=NN(C2=NC=CC(=C21)P(=O)(C)C)C2=CC=C(C=C2)OC(F)(F)F [4-[dimethylphosphoryl]-1-[4-[(trifluoromethyl)oxy]phenyl]pyrazolo[3,4-b]pyridin-3-yl]azetidine-1-carboxylic acid tert-butyl ester